4-benzyl-2-(4-(4-isopropylpiperazin-1-yl)butyl)-1,2,4-thiadiazolidine-3,5-dione hydrochloride Cl.C(C1=CC=CC=C1)N1C(N(SC1=O)CCCCN1CCN(CC1)C(C)C)=O